CC1=CC=C(C=C1)S(=O)(=O)O.C(#C)C1=CC(=C(S1)CNCC[C@]1(CCOC2(CCCC2)C1)C1=NC=CC=C1)OC (R)-N-((5-ethynyl-3-methoxythiophen-2-yl)methyl)-2-(9-(pyridin-2-yl)-6-oxaspiro[4.5]decan-9-yl)ethanamine 4-methylbenzenesulfonate